((2R,3S,4R,5R)-5-(4-Aminopyrrolo[2,1-f][1,2,4]triazin-7-yl)-5-cyano-3,4-dihydroxytetrahydrofuran-2-yl)methyl (3-(decyloxy)propyl) hydrogen phosphate P(=O)(OC[C@H]1O[C@@]([C@@H]([C@@H]1O)O)(C#N)C1=CC=C2C(=NC=NN21)N)(OCCCOCCCCCCCCCC)O